The molecule is an aroyl-CoA that results from the formal condensation of the thiol group of coenzyme A with the carboxy group of N-methylanthranilic acid. It derives from a coenzyme A and a N-methylanthranilic acid. It is a conjugate acid of a N-methylanthraniloyl-CoA(4-). CC(C)(COP(=O)(O)OP(=O)(O)OC[C@@H]1[C@H]([C@H]([C@@H](O1)N2C=NC3=C(N=CN=C32)N)O)OP(=O)(O)O)[C@H](C(=O)NCCC(=O)NCCSC(=O)C4=CC=CC=C4NC)O